2-(tert-butyl)-N-(2,5-difluoro-4-(6-(1-methyl-1H-pyrazol-4-yl)pyrazolo[1,5-a]pyrazin-4-yl)benzyl)oxazole-4-carboxamide C(C)(C)(C)C=1OC=C(N1)C(=O)NCC1=C(C=C(C(=C1)F)C=1C=2N(C=C(N1)C=1C=NN(C1)C)N=CC2)F